COC1CC(C1)[C@H](C=1C=C(C=CC1)N1C(C2=CC=CC(=C2C1)C(F)(F)F)=O)C1=NN=CN1C 2-(3-((R)-((1s,3S)-3-methoxycyclobutyl)(4-methyl-4H-1,2,4-triazol-3-yl)methyl)phenyl)-4-(trifluoromethyl)isoindolin-1-one